SC=1C=C2C=NN(C(C2=CC1)=O)CC1=NN(C=C1)C1OCCCC1 6-mercapto-2-((1-(tetrahydro-2H-pyran-2-yl)-1H-pyrazol-3-yl)methyl)phthalazine-1(2H)-one